4-((1,2-dichlorovinyl)oxy)-1,2-dimethoxybenzene ClC(=CCl)OC1=CC(=C(C=C1)OC)OC